6-chloro-N-(5-chloro-1-(1-methylcyclopropyl)-1H-pyrazol-4-yl)-7-(1-(trifluoromethyl)piperidin-4-yl)quinazolin-2-amine ClC=1C=C2C=NC(=NC2=CC1C1CCN(CC1)C(F)(F)F)NC=1C=NN(C1Cl)C1(CC1)C